propane-1,3-diyl bis(2-hexyldecanoate) C(CCCCC)C(C(=O)OCCCOC(C(CCCCCCCC)CCCCCC)=O)CCCCCCCC